N1=CC=NC2=CC(=CC=C12)C=1C=CN2N=C(N=C(C21)OC(F)(F)F)NC21CCC(CC2)(C1)O 4-((5-(quinoxalin-6-yl)-4-(trifluoromethoxy)pyrrolo[2,1-f][1,2,4]triazin-2-yl)amino)bicyclo[2.2.1]heptan-1-ol